(6-((3-(4-(tert-butoxycarbonyl) piperazin-1-yl) propyl) (methyl) amino) quinoline-4-carbonyl) glycinate NCC(=O)OC(=O)C1=CC=NC2=CC=C(C=C12)N(C)CCCN1CCN(CC1)C(=O)OC(C)(C)C